S(C)(=O)(=O)O.C1(OC=CC2=CC=CC=C12)=O 1H-isochromen-1-one Mesylate